1-β-D-ribofuranosyl-1,2,4-triazole-3-carboxamide [C@@H]1([C@H](O)[C@H](O)[C@H](O1)CO)N1N=C(N=C1)C(=O)N